(R)-N'-((1,2,3,5,6,7-hexahydro-s-indacen-4-yl)carbamoyl)-4-((methyl(2,2,2-trifluoroethyl)amino)methyl)benzenesulfonimidamide C1CCC2=C(C=3CCCC3C=C12)NC(=O)N=[S@](=O)(N)C1=CC=C(C=C1)CN(CC(F)(F)F)C